tert-butyl-2-(1-hydroxyethyl)thiazole-5-sulfonamide butyl-2-(4-amino-6-bromo-7-methyl-9H-pyrimido[4,5-b]indol-9-yl)acetate C(CCC)OC(CN1C2=C(C3=CC(=C(C=C13)C)Br)C(=NC=N2)N)=O.C(C)(C)(C)C=2N=C(SC2S(=O)(=O)N)C(C)O